7-Chloro-5-(3-methylpyrazin-2-yl)imidazo[1,2-a]quinoxalin-4(5H)-one ClC=1C=C2N(C(C=3N(C2=CC1)C=CN3)=O)C3=NC=CN=C3C